2-((3-aminopropyl)amino)ethan NCCCNCC